ClC1=CC(=NC=C1)NC1=NN(C=C1)C 4-Chloro-N-(1-methyl-1H-pyrazol-3-yl)pyridin-2-amine